trans-5-(2-(3,4,5-trifluorophenyl)cyclopropyl)-2,2'-bipyrimidine FC=1C=C(C=C(C1F)F)[C@H]1[C@@H](C1)C=1C=NC(=NC1)C1=NC=CC=N1